cyclobutyl-alanine (Vinyl Phosphonate) Melamine Salt N1=C(N)N=C(N)N=C1N.C(=C)P(O)(O)=O.C1(CCC1)N[C@@H](C)C(=O)O